3-hydroxyadipate OC(CC(=O)[O-])CCC(=O)[O-]